C1(CC1)[C@H](C)NCC1=C2C(=NC(=C1)C(=O)NC1=CC(=CC=C1)C1(CC(C1)CC#N)C1=NN=CN1C)C(CN2)(C)C 7-({[(1S)-1-cyclopropylethyl]amino}methyl)-3,3-dimethyl-N-{3-[(1S,3S)-3-(cyanomethyl)-1-(4-methyl-1,2,4-triazol-3-yl)cyclobutyl]phenyl}-1H,2H-pyrrolo[3,2-b]pyridine-5-carboxamide